C(#C)[C@H]1C[C@H]([C@H]2[C@@H]1OC(O2)(C)C)N2C=CC1=C2N=CN=C1N(C)CC1=CC=C(C=C1)OC 7-((3aS,4R,6R,6aR)-6-ethynyl-2,2-dimethyltetrahydro-4H-cyclopenta[d][1,3]dioxol-4-yl)-N-(4-methoxybenzyl)-N-methyl-7H-pyrrolo[2,3-d]pyrimidin-4-amine